1'-cyclopropyl-5-(difluoromethoxy)-5',6'-difluoro-1'H-1,2'-bibenzo[d]imidazole C1(CC1)N1C(=NC2=C1C=C(C(=C2)F)F)N2C=NC1=C2C=CC(=C1)OC(F)F